4-Bromo-2,5-difluoro-benzoic acid methyl ester COC(C1=C(C=C(C(=C1)F)Br)F)=O